N-(4-(2-(benzylamino)-2-oxoethyl)phenyl)-3-(2-morpholinoethoxy)benzamide C(C1=CC=CC=C1)NC(CC1=CC=C(C=C1)NC(C1=CC(=CC=C1)OCCN1CCOCC1)=O)=O